(4Z)-2-[(3-Hydroxy-1-adamantyl)amino]-4-[(2-methylindazol-5-yl)methylene]-1H-imidazol-5-one OC12CC3(CC(CC(C1)C3)C2)NC=2NC(/C(/N2)=C/C2=CC3=CN(N=C3C=C2)C)=O